[Si](C1=CC=CC=C1)(C1=CC=CC=C1)(C(C)(C)C)OC[C@@H](CC(=O)OCC)C=C (S)-ethyl 3-(((tert-butyldiphenylsilyl)oxy)methyl)pent-4-enoate